C(=CC=CCCCCCCCCCC)O Tetradecadien-1-ol